N1CCC(CC1)CCC=1C=NC(=NC1)N1C[C@@H]2N(C=3C(=NN=C(C3)C3=C(C=CC=C3)O)NC2)CC1 (R)-2-(8-(5-(2-(piperidin-4-yl)ethyl)pyrimidin-2-yl)-6,6a,7,8,9,10-hexahydro-5H-pyrazino[1',2':4,5]pyrazino[2,3-c]pyridazin-2-yl)phenol